C(C)OC(C(F)F)=O ethyl-2,2-difluoro-acetate